FC(C1=NN=C(O1)C1=CN=C(S1)CN(S(=O)(=O)CC)C=1C=NC=C(C1)C(C)(C)F)F N-({5-[5-(difluoromethyl)-1,3,4-oxadiazol-2-yl]-1,3-thiazol-2-yl}methyl)-N-[5-(2-fluoropropan-2-yl)pyridin-3-yl]ethane-1-sulfonamide